CN1C(C=CC2=C1N=CN=C2)=O 8-methyl-7-oxo-7,8-dihydropyrido[2,3-d]pyrimidin